(S)-3-((4-(2-hydroxy-4-(trifluoromethyl)phenyl)phthalazin-1-yl)amino)-2-methylpropane-1,2-diol OC1=C(C=CC(=C1)C(F)(F)F)C1=NN=C(C2=CC=CC=C12)NC[C@@](CO)(O)C